ClC=1C=C2C(=CC1)N(C(C21CCN(CC1)CCOC=1C=NC(=NC1)C1(CC1)CO)=O)C([2H])([2H])[2H] 5-chloro-1'-[2-({2-[1-(hydroxymethyl)cyclopropyl]pyrimidin-5-yl}oxy)ethyl]-1-(2H3)methyl-1,2-dihydrospiro[indole-3,4'-piperidin]-2-one